2-((tert-butyldimethylsilyl)oxy)cyclopentane-1-carboxylic acid ethyl ester C(C)OC(=O)C1C(CCC1)O[Si](C)(C)C(C)(C)C